4-(((S)-1-(2-Chlorophenyl)ethyl)amino)-2,5-difluoro-N-((R,E)-4-(methylsulfonyl)but-3-en-2-yl)benzamide ClC1=C(C=CC=C1)[C@H](C)NC1=CC(=C(C(=O)N[C@H](C)\C=C\S(=O)(=O)C)C=C1F)F